(2R,3S)-2-(((4,6-Dichloropyrimidin-5-yl)oxy)methyl)-3-methoxypyrrolidine-1-carboxylic acid tert-butyl ester C(C)(C)(C)OC(=O)N1[C@@H]([C@H](CC1)OC)COC=1C(=NC=NC1Cl)Cl